4-(4-fluorophenyl)biphenyl-2,4-diamine FC1=CC=C(C=C1)C1(CC(=C(C=C1)C1=CC=CC=C1)N)N